O=C1NC(CC[C@@H]1NC(=O)C1=CC=C2C(=N1)OCC21CCN(CC1)C(=O)OC(C)(C)C)=O Tert-Butyl (S)-6-((2,6-Dioxopiperidin-3-Yl) Carbamoyl)-2H-Spiro[Furo[2,3-b]Pyridine-3,4'-Piperidine]-1'-Carboxylate